C(C)OC(CC1CN(C1)C1=CC(=NC=C1)OC(F)F)=O {1-[2-(difluoromethoxy)pyridin-4-yl]azetidin-3-yl}acetic acid ethyl ester